3-(3-((3,4-difluorobenzyl)oxy)-4-((2,2,2-trifluoroethyl)sulfonamido)phenyl)-5-(pyrazin-2-ylamino)-1H-pyrazole-4-carboxamide FC=1C=C(COC=2C=C(C=CC2NS(=O)(=O)CC(F)(F)F)C2=NNC(=C2C(=O)N)NC2=NC=CN=C2)C=CC1F